BrC1=C(N=C2N1C=C(N=C2)C(=O)O)C 3-bromo-2-methyl-imidazo[1,2-a]pyrazine-6-carboxylic acid